N(N)C(NN)=NC(C(=O)O)C 2-[(dihydrazinyl-methylidene)amino]-propanoic acid